C(CCC)N(C1=NN(NC(=C1)N(C1CC(N(C(C1)(C)C)C)(C)C)CCCC)C1(CCNCCNCCC1N)N)C1CC(N(C(C1)(C)C)C)(C)C (4,6-bis-(butyl-(N-methyl-2,2,6,6-tetramethylpiperidin-4-yl)amino)-triazin-2-yl)-4,7-diazecane-1,10-diamine